4-oxo-1,4-dihydropyridine-5-carboxylate O=C1C=CNC=C1C(=O)[O-]